Pentacosyl-trimethyl-ammonium chloride [Cl-].C(CCCCCCCCCCCCCCCCCCCCCCCC)[N+](C)(C)C